BrC1=CC(=C(C(=O)OC)C=C1)N1CCC(CC1)CCOS(=O)(=O)C1=CC=C(C)C=C1 methyl 4-bromo-2-(4-(2-(tosyloxy)ethyl)piperidin-1-yl)benzoate